COC1=C(C=CC(=C1)[N+](=O)[O-])NC(C1=CC(=CC=C1)C#N)=O N-(2-methoxy-4-nitrophenyl)-3-cyanobenzamide